4-(1-(4-((Cyclopropylamino)methyl)-2-fluorophenyl)-2-methyl-1H-imidazol-4-yl)-N-(1-(methylsulfonyl)piperidin-4-yl)-5-(trifluoromethyl)pyrimidin-2-amine C1(CC1)NCC1=CC(=C(C=C1)N1C(=NC(=C1)C1=NC(=NC=C1C(F)(F)F)NC1CCN(CC1)S(=O)(=O)C)C)F